ClC1=C2C=CNC2=C(C=C1)NC(OC(C)(C)C)=O tert-butyl (4-chloro-1H-indol-7-yl)carbamate